2-[3-(1,1-dimethylpropoxy)butoxy]-2,4,4-trimethyl-pentane CC(CC)(OC(CCOC(C)(CC(C)(C)C)C)C)C